BrC1=C(C=CC(=C1)C#N)CC1(CCN(CC1)C(=O)OC(C)(C)C)C#N tert-butyl 4-[(2-bromo-4-cyano-phenyl)methyl]-4-cyano-piperidine-1-carboxylate